C(CCCCCO)O 1,6-HEXANDIOL